OCCCN(CCCCC/C(/C(=O)[O-])=C(\CCCCCCCC)/CCCC)CCCCC/C(/C(=O)[O-])=C(\CCCCCCCC)/CCCC ((3-hydroxypropyl)azanediyl)bis(pentane-5,1-diyl)(2E,2'E)-bis(3-butylundec-2-enoate)